N-tert-butyl-4-[[2-(5-cyano-2-methoxy-phenyl)acetyl]amino]pyridine-2-carboxamide C(C)(C)(C)NC(=O)C1=NC=CC(=C1)NC(CC1=C(C=CC(=C1)C#N)OC)=O